cis-trimethyl-(4-styrylphenyl)silane C[Si](C1=CC=C(C=C1)\C=C/C1=CC=CC=C1)(C)C